CC1(COC(OC1)CN1N=CC(=N1)N)C 2-((5,5-di-methyl-1,3-dioxan-2-yl)methyl)-2H-1,2,3-triazol-4-amine